BrCCO[C@@H]1CC[C@H](CC1)C1=CC(=C(C#N)C=C1)C(F)(F)F 4-(trans-4-(2-bromoethoxy)cyclohexyl)-2-(trifluoromethyl)benzonitrile